5-hexenylpentamethyldisiloxane C(CCCC=C)[Si](O[Si](C)(C)C)(C)C